Cl.N1=CC=C(C=C1)CCCOC=1C=C2C(NC(=NC2=CC1)C1=NC(=CC=C1)C(F)(F)F)=O 6-[3-(4-pyridyl)propoxy]-2-[6-(trifluoromethyl)-2-pyridyl]-3H-quinazolin-4-one hydrochloride